[4-(5-oxidanylidenedithiol-3-yl)phenyl] 5-(benzenecarbothioyl)-2,3-dihydro-1H-pyrrolizine-1-carboxylate C1(=CC=CC=C1)C(=S)C=1N2CCC(C2=CC1)C(=O)OC1=CC=C(C=C1)C=1SSC(C1)=O